tetramethyl-pentadecyne CC(C(C#CC)(C)C)CCCCCCCCCCC